N-(5-Chloro-1H-indol-3-yl)-1-cyclopropyl-7-fluoro-5-(trifluoromethyl)-1H-benzo[d]imidazol-2-amine ClC=1C=C2C(=CNC2=CC1)NC1=NC2=C(N1C1CC1)C(=CC(=C2)C(F)(F)F)F